BrC1=CC=C2C3(C(N(C2=C1)CC(F)(F)F)=O)CC3 6'-bromo-1'-(2,2,2-trifluoroethyl)spiro[cyclopropane-1,3'-indolin]-2'-one